C(#N)C=1C=CC=C2NC[C@@H](NC12)[C@@H](C1=CC=CC=C1)NCCC=1C=C(C=C(C1)F)[C@H](C(=O)O)C |&1:29| (R and S)-2-(3-(2-(((R)-((R)-8-cyano-1,2,3,4-tetrahydroquinoxalin-2-yl)(phenyl)methyl)amino)ethyl)-5-fluorophenyl)propanoic acid